[N+](=O)([O-])C1=CC=C(OC(CN2CCN(CCN(CCN(CC2)CC(=O)O)CC(=O)O)CC(=O)O)=O)C=C1 2,2',2''-(10-(2-(4-nitrophenoxy)-2-oxoethyl)-1,4,7,10-tetraazacyclododecane-1,4,7-triyl)triacetic acid